N-methyl-N-butylmorpholinium imidazole salt N1C=NC=C1.C[N+]1(CCOCC1)CCCC